monopotassium L-aspartate hydrate O.N[C@@H](CC(=O)O)C(=O)[O-].[K+]